(S)-N-(2,2-difluoro-1-(5-fluoro-1-neopentyl-6-(tetrahydro-2H-pyran-4-yl)-1H-indol-3-yl)ethyl)cyclopropanesulfonamide FC([C@H](C1=CN(C2=CC(=C(C=C12)F)C1CCOCC1)CC(C)(C)C)NS(=O)(=O)C1CC1)F